N,N-dibenzyl-3-azaspiro[5.5]undecan-9-amine C(C1=CC=CC=C1)N(C1CCC2(CCNCC2)CC1)CC1=CC=CC=C1